(S)-5-((((6-(2-chloro-3-(3-chloro-2-(3-fluoro-5-methoxy-4-(((((S)-oxetan-2-yl)methyl)amino)methyl)phenyl)pyridin-4-yl)phenyl)-2-methoxypyridin-3-yl)methyl)amino)methyl)pyrrolidin-2-one ClC1=C(C=CC=C1C1=C(C(=NC=C1)C1=CC(=C(C(=C1)OC)CNC[C@H]1OCC1)F)Cl)C1=CC=C(C(=N1)OC)CNC[C@@H]1CCC(N1)=O